N1(CCNCC1)C1=NC=C(C=N1)C#N 2-(piperazine-1-yl)pyrimidine-5-carbonitrile